2-carbamoyl-4-(4-(1-((5-fluoropyridin-2-yl)amino)-1-oxopropan-2-yl)morpholin-2-yl)pyridine 1-oxide C(N)(=O)C1=[N+](C=CC(=C1)C1CN(CCO1)C(C(=O)NC1=NC=C(C=C1)F)C)[O-]